N-((3R,4S)-4-((6-(2,6-difluoro-3,5-di-methoxyphenyl)-8-(((1-methylpyrrolidin-2-yl)methyl)amino)pyrido[3,4-d]pyrimidin-2-yl)amino)tetrahydro-furan-3-yl)acrylamide FC1=C(C(=C(C=C1OC)OC)F)C1=CC2=C(N=C(N=C2)N[C@H]2[C@H](COC2)NC(C=C)=O)C(=N1)NCC1N(CCC1)C